C1=NC(=CC2=CC=CC=C12)C(=O)OC([2H])([2H])[2H] Trideuteromethyl isoquinoline-3-carboxylate